hydroxyphenylglycine hydrochloride Cl.ONC(C1=CC=CC=C1)C(=O)O